(3,4-dichlorophenyl)-1-phenyl-1H-pyrazole-4-carbaldehyde ClC=1C=C(C=CC1Cl)C1=NN(C=C1C=O)C1=CC=CC=C1